6,9-bis(carboxymethyl)-12-(3-guanidinopropyl)-5,8,11,14-tetraoxo-4,7,10,13-tetraazaheptadecan-17-oic acid C(=O)(O)CC(C(NCCC)=O)NC(C(NC(C(NC(CCC(=O)O)=O)CCCNC(=N)N)=O)CC(=O)O)=O